N[SiH3] AMINOSILAN